C1(=CC=CC=C1)C1=C2C=CC=CC2=C(C2=CC=CC=C12)C1=CC=C(C2=CC=CC=C12)OB(O)O (4-(10-phenylanthracen-9-yl)naphthalen-1-yl)boric acid